Methyl-(4-amino-2-methyl-3,4-dihydroquinolin-1(2H)-yl)propan-1-one CC(C(=O)N1C(CC(C2=CC=CC=C12)N)C)C